CCCCCCCCCCCCC/C=C/[C@H]([C@H](CO[C@H]1[C@@H]([C@H]([C@@H]([C@H](O1)CO)O)O)O)NC(=O)CCCCCCCCCCCCC/C=C\\CCCCCCCC)O The molecule is a beta-D-glucosyl-N-acylsphingosine in which the acyl group is specified as (15Z)-tetracosenoyl. It has a role as a mouse metabolite. It derives from a (15Z)-tetracosenoic acid.